C(C)(C)N(CCO)C(C)C N,N-diisopropyl-ethanolamine